C(#N)C=1C=CC(=NC1S(=O)(=O)C)C(=O)O 5-Cyano-6-(methylsulfonyl)picolinic acid